3,3,3-trifluoropropanoyl chloride FC(CC(=O)Cl)(F)F